C(#N)C1=CC=C(C=C1)CS(=O)(=O)NC1=C(C=C(C=C1)C1=NC=2C=NC(=NC2N(C1=O)C(C)C)N[C@@H]1CN(C[C@H](C1)F)C(=O)OC(C)(C)C)F tert-Butyl (3S,5S)-3-[[6-[4-[(4-cyanophenyl)methylsulfonylamino]-3-fluoro-phenyl]-8-isopropyl-7-oxo-pteridin-2-yl]amino]-5-fluoro-piperidine-1-carboxylate